6-chloro-8-[(1S,2S)-2-[6-(difluoromethoxy)-3-pyridyl]cyclopropyl]imidazo[1,2-b]pyridazine ClC=1C=C(C=2N(N1)C=CN2)[C@@H]2[C@H](C2)C=2C=NC(=CC2)OC(F)F